N,N,N'-tris(2-thienylmethyl)pentanediamide S1C(=CC=C1)CN(C(CCCC(=O)NCC=1SC=CC1)=O)CC=1SC=CC1